5-[[2,6-difluoro-4-(trans-4-propylcyclohexyl)phenyl]difluoromethoxy]-1,3-difluorobenzene FC1=C(C(=CC(=C1)[C@@H]1CC[C@H](CC1)CCC)F)C(OC=1C=C(C=C(C1)F)F)(F)F